C(C)(C)(C)OC(=O)NC(C)C1=C(N=C(O1)C1=CC(=C(C=C1)OC(F)F)OCC1CC1)CC1(C(=O)[O-])C(C=C(C=C1)F)OCC 1-((5-(1-((tert-butoxycarbonyl) amino) ethyl)-2-(3-(cyclopropylmethoxy)-4-(difluoromethoxy) phenyl) oxazol-4-yl) methyl)-2-ethoxy-4-fluorobenzoate